C1(CC1)CN1C=CC2=NN(C(C(=C21)C2=CC=C(C=C2)OC(F)F)=O)C2=CC=NC=C2 5-(cyclopropylmethyl)-4-(4-(difluoromethoxy)phenyl)-2-(pyridin-4-yl)-2,5-dihydro-3H-pyrrolo[3,2-c]pyridazin-3-one